C(C)(C)(C)OC(=O)N1CCC(=CC1)C1=NC(=CC=C1)Br.C1(CC1)C1=NC=CC(=C1)C1=NOC(=C1)C(C)NC(=O)C=1N(N=C(C1)C(F)(F)F)C N-[1-[3-(2-cyclopropyl-4-pyridinyl)isoxazol-5-yl]ethyl]-2-methyl-5-(trifluoromethyl)pyrazole-3-carboxamide tert-butyl-4-(6-bromo-2-pyridyl)-3,6-dihydro-2H-pyridine-1-carboxylate